NC=1C=2N(C3=CC(=CC=C3N1)C(=O)N([C@@H]1COC3=NC(=CC=C31)C(F)(F)F)C=3C=NN(C3)C)C=NC2 (S)-4-amino-N-(1-methyl-1H-pyrazol-4-yl)-N-(6-(trifluoromethyl)-2,3-dihydrofuro[2,3-b]pyridin-3-yl)imidazo[1,5-a]quinoxaline-8-carboxamide